6-carbamoyl-5-[4-(trifluoromethyl)anilino]pyrazine-2-carboxylic acid C(N)(=O)C1=C(N=CC(=N1)C(=O)O)NC1=CC=C(C=C1)C(F)(F)F